BrC1=C(C=C(C=C1OC)\C=N\[S@@](=O)C(C)(C)C)OC (S-2S)-N-[(E)-(4-bromo-3,5-dimethoxyphenyl)methylidene]-2-methylpropane-2-sulfinamide